tert-butyl-6-(2-ethoxy-2-oxoethoxy)-1-methyl-3,4-dihydroisoquinoline C(C)(C)(C)C1N=C(C2=CC=C(C=C2C1)OCC(=O)OCC)C